OCCN(C1=CC(=CC=C1)C)CCO N,N-bis-(2-hydroxyethyl)-3-toluidine